6-bromo-2-[(4S)-2-[tert-butyl(dimethyl)silyl]oxy-4-[[6-oxo-5-(trifluoromethyl)-1-(2-trimethylsilylethoxymethyl)pyridazin-4-yl]amino]pentyl]-7-fluoro-isoquinolin-1-one BrC=1C=C2C=CN(C(C2=CC1F)=O)CC(C[C@H](C)NC=1C=NN(C(C1C(F)(F)F)=O)COCC[Si](C)(C)C)O[Si](C)(C)C(C)(C)C